(±)-9-fluoro-2,3-dihydro-3-methyl-10-(4-methyl-1-piperazinyl)-7-oxo-7H-pyrido[1,2,3-de]-1,4-benzoxazine FC=1C(=C2C=3N([C@@H](CO2)C)C=CC(C3C1)=O)N1CCN(CC1)C |r|